NC1=NC(=C2N=CN(C2=N1)[C@H]1C=C[C@H](C1)CO)OC(C)C ((1S,4R)-4-(2-amino-6-isopropoxy-9H-purin-9-yl)cyclopent-2-en-1-yl)methanol